3-(1H-Benzo[d]imidazol-5-yl)-4-(4-(cyclohexyloxy)phenyl)oxazolidin-2-on N1C=NC2=C1C=CC(=C2)N2C(OCC2C2=CC=C(C=C2)OC2CCCCC2)=O